COC([C@@H](COCC1=CC=CC=C1)OC1=CC(=C(C=C1)Cl)F)=O (R)-3-(benzyloxy)-2-(4-chloro-3-fluorophenoxy)propionic acid methyl ester